CN1C=2C=3C=CN=C(CCCCC(C(NC2C=N1)=O)C)C3 3,9-dimethyl-3,4,7,15-tetraazatricyclo[12.3.1.02,6]Octadeca-1(18),2(6),4,14,16-pentaen-8-one